(S)-4-(3-(3-cyanoazetidin-1-yl)-2-(4-((4-(morpholinomethyl)phenyl)ethynyl)phenyl)propyl)-6-oxo-1,6-dihydropyrimidin-5-yl dihydrogen phosphate P(=O)(OC1=C(N=CNC1=O)C[C@H](CN1CC(C1)C#N)C1=CC=C(C=C1)C#CC1=CC=C(C=C1)CN1CCOCC1)(O)O